[F-].C[N+](C)(C)C12CC3CC(CC(C1)C3)C2 N,N,N-trimethyl-1-adamantyl-ammonium fluoride